CON(C(=O)C1=C2CCN(C2=CC=C1)C(=O)OC(C)(C)C)C tert-butyl 4-(methoxy(methyl)-carbamoyl)indoline-1-carboxylate